3-{5-[4-(1-acetylpiperidin-4-yl)piperazin-1-yl]-1H-pyrrolo[3,2-b]pyridin-3-yl}-1-[4-(trifluoromethyl)phenyl]urea C(C)(=O)N1CCC(CC1)N1CCN(CC1)C1=CC=C2C(=N1)C(=CN2)NC(NC2=CC=C(C=C2)C(F)(F)F)=O